N1(CCC1)C1=CC2=C(C=C(O2)C(=O)NS(=O)(=O)C2=C(C=CC(=C2)Br)OC(F)(F)F)C(=C1)F 6-(Azetidin-1-yl)-N-[5-bromo-2-(trifluoromethoxy)benzene-1-sulfonyl]-4-fluoro-1-benzofuran-2-carboxamide